2-(1H-imidazol-1-yl)-N-(4-(trifluoromethyl)cyclohexyl)isonicotinamide N1(C=NC=C1)C=1C=C(C(=O)NC2CCC(CC2)C(F)(F)F)C=CN1